3-(2-(sulfamoylamino)ethyl)-3-phenylazetidine trifluoroacetate salt FC(C(=O)O)(F)F.S(N)(=O)(=O)NCCC1(CNC1)C1=CC=CC=C1